ClC1=CC=C(C=C1)NC(C1=CC(=CC=C1)N1C=NN=C1)=O N-(4-chlorophenyl)-3-(4H-1,2,4-triazol-4-yl)benzamide